CN1C(C2=C(C(=C1)C1=NC3=CC=C(C=C3C=C1)C1=CC=C(C=C1)OCCN1C(C(N(CC1)C)=O)(C)C)C=CN2S(=O)(=O)C2=CC=C(C)C=C2)=O 6-methyl-1-tosyl-4-{6-[4-(2-(2,2,4-trimethyl-3-oxopiperazin-1-yl)ethoxy)phenyl]quinolin-2-yl}-1H-pyrrolo[2,3-c]pyridin-7(6H)-one